C(C1=CC=CC=C1)O[C@@H]1C[C@H](C1)C(=O)O trans-3-(benzyloxy)cyclobutane-1-carboxylic acid